Bis(2,6-dimethoxybenzoyl)phenylphosphine oxide COC1=C(C(=O)P(C2=CC=CC=C2)(C(C2=C(C=CC=C2OC)OC)=O)=O)C(=CC=C1)OC